Cl.S1C(C=C2CNCCC21)=O 4,5,6,7a-tetrahydrothieno[3,2-c]pyridin-2-one hydrochloride